2-((4-(3-isopropyl-2-(8-methoxy-[1,2,4]triazolo[1,5-a]pyridin-6-yl)-1H-indol-5-yl)cyclohexyl)amino)acetamide C(C)(C)C1=C(NC2=CC=C(C=C12)C1CCC(CC1)NCC(=O)N)C=1C=C(C=2N(C1)N=CN2)OC